CC1(CC(=CCC1)CCCC(C)C)C=O 1-Methyl-3-(4-methylpentyl)-3-cyclohexencarboxaldehyd